FC(C(=O)O)(F)F.N1CC[C@@H](CCC1)NCC(C1=CC=CC=C1)C=1C=CC(=C(C1)C=1C(=CC=CC1F)C(=O)N)Cl 5'-(2-(((R)-azepan-4-yl)amino)-1-phenylethyl)-2'-chloro-6-fluoro-[1,1'-biphenyl]-2-carboxamide trifluoroacetate